ClC1=NC=2N(C=C1)N=C(N2)OC2CN(CCC2)C 5-chloro-2-((1-methylpiperidin-3-yl)oxy)-[1,2,4]triazolo[1,5-a]pyrimidine